triisopropoxytitanium (iv) C(C)(C)O[Ti+](OC(C)C)OC(C)C